1-(1-phenylvinyl)pyrrolidine C1(=CC=CC=C1)C(=C)N1CCCC1